(2S,5R)-6-(benzyloxy)-N-((1-methyl-1H-imidazol-2-yl)sulfonyl)-7-oxo-1,6-diazabicyclo[3.2.1]octane-2-carboximidamide C(C1=CC=CC=C1)ON1[C@@H]2CC[C@H](N(C1=O)C2)C(NS(=O)(=O)C=2N(C=CN2)C)=N